beta-D-galactopyranosyl-(1→4) beta-L-rhamnopyranoside O([C@@H]1[C@H](O)[C@H](O)[C@@H](O)[C@@H](O1)C)[C@H]1[C@H](O)[C@@H](O)[C@@H](O)[C@H](O1)CO